BrC=1C=C2C=C(N(C2=CC1OCC=1N=CSC1)S(=O)(=O)C1=CC=C(C)C=C1)CNC(=O)C1(CC1)C N-((5-bromo-6-(thiazol-4-ylmethoxy)-1-tosyl-1H-indol-2-yl)methyl)-1-methylcyclopropane-1-carboxamide